CC=1N2C=3C=NC4=CC=C(C=C4C3N(C2=NN1)C1=CC=C(C=C1)C(C#N)(C)C)C=1C=NC=CC1 2-{4-[12-methyl-4-(pyridin-3-yl)-8,11,13,14,16-pentaaza-tetracyclo[8.6.0.02,7.011,15]-hexadec-1(10),2,4,6,8,12,14-heptaen-16-yl]Phenyl}-2-methylpropanenitrile